7-isopropylimidazo[5,1-f][1,2,4]triazin-4-amine C(C)(C)C1=NC=C2C(=NC=NN21)N